BrC1=CC2=C(NC(C3N(C2=O)CCN(C3)C(COC3=CC(=C(C#N)C=C3)C(F)(F)F)=O)=O)C=C1 4-(2-(8-bromo-6,12-dioxo-3,4,6,11,12,12a-hexahydrobenzo[e]pyrazino[1,2-a][1,4]diazepin-2(1H)-yl)-2-oxoethoxy)-2-(trifluoromethyl)benzonitrile